6-(4-Chlorophenyl)-2-(1,2-oxazol-4-yl)-3-oxo-2,3-dihydropyridazine-4-carboxylic acid ClC1=CC=C(C=C1)C=1C=C(C(N(N1)C=1C=NOC1)=O)C(=O)O